methyl (S)-4-(7-((6-aminopyridin-2-yl)methyl)-2,7-diazaspiro[3.5]nonan-2-yl)-3-(3-(3,5-dimethyl-1H-pyrazol-1-yl)phenyl)butyrate NC1=CC=CC(=N1)CN1CCC2(CN(C2)C[C@@H](CC(=O)OC)C2=CC(=CC=C2)N2N=C(C=C2C)C)CC1